6-(Methoxy-d3)-2-(methyl-d3)-1,2,3,4-tetrahydroisoquinolin-7-amine C(OC=1C=C2CCN(CC2=CC1N)C([2H])([2H])[2H])([2H])([2H])[2H]